BrC=1C=C2C(C[C@H]([C@@H](C2=CC1)NC(NC=1C=C(C(=NC1C1=CC=CC=C1)C(=O)N)C)=O)O)(C)C 5-(3-((1r,2r)-6-bromo-2-hydroxy-4,4-dimethyl-1,2,3,4-tetrahydronaphthalen-1-yl)ureido)-3-methyl-6-phenylpyridinecarboxamide